[Cl-].[Cl-].C(C(=C)C)(=O)[Zr](C(C(=C)C)=O)(C(C(=C)C)=O)C(C(=C)C)=O tetrakis(methacryloyl)zirconium dichloride